(R)-5-(8-(3-Hydroxyprop-1-yn-1-yl)dibenzo[b,d]thiophen-2-yl)-3-imino-2,2,5-trimethylthiomorpholine 1,1-dioxide OCC#CC=1C=CC2=C(C3=C(S2)C=CC(=C3)[C@@]3(CS(C(C(N3)=N)(C)C)(=O)=O)C)C1